FC(CNS(=O)(=O)C1=CC=C(C=C1)C)C N-(2-Fluoropropyl)-4-methylbenzenesulfonamide